NC1=C(C(=NC=N1)OC1=CC(=C(C=C1)NC(=O)NC1=CC(=NN1C=1C=NC(=CC1)OC)C(C)(C)C)F)C#N (4-((6-amino-5-cyanopyrimidin-4-yl)oxy)-2-fluorophenyl)-3-(3-(tert-butyl)-1-(6-methoxypyridin-3-yl)-1H-pyrazol-5-yl)urea